(1R,2R)-1-((2R,3R,4S,6R)-4-acetoxy-6-((6-aminohexyl)oxy)-6-(methoxycarbonyl)-3-((2-nitrophenyl) sulfonamido) tetrahydro-2H-pyran-2-yl)-3-azidopropane-1,2-diyl diacetate TFA salt OC(=O)C(F)(F)F.C(C)(=O)O[C@H]([C@@H](CN=[N+]=[N-])OC(C)=O)[C@@H]1O[C@](C[C@@H]([C@H]1NS(=O)(=O)C1=C(C=CC=C1)[N+](=O)[O-])OC(C)=O)(C(=O)OC)OCCCCCCN